i-Propylacetat C(C)(C)OC(C)=O